3-(5-(methylthio)-4-(2,4,6-trichlorophenyl)-4H-1,2,4-triazol-3-yl)propan-1-ol CSC=1N(C(=NN1)CCCO)C1=C(C=C(C=C1Cl)Cl)Cl